(2S,4R)-4-hydroxy-1-[(2S)-2-(3-hydroxypropanamido)-3,3-dimethylbutanoyl]-N-{[4-(4-methyl-1,3-thiazol-5-yl)phenyl]methyl}pyrrolidine-2-carboxamide O[C@@H]1C[C@H](N(C1)C([C@H](C(C)(C)C)NC(CCO)=O)=O)C(=O)NCC1=CC=C(C=C1)C1=C(N=CS1)C